CN(CCCCCCCCC=CCC=CCCCCC)CCOCCCCCCCC\C=C/C\C=C/CCCCC N-Methyl-N-(2-(((9Z,12Z)-octadeca-9,12-dien-1-yl)oxy)ethyl)octadeca-9,12-dien-1-amine